OCCCNC(CN)C Hydroxypropyl-propylenediamine